ClC1=CC=C(C=C1)[C@@]1(N(C(C2=CC(=CC(=C12)F)C(CF)(C=1C=NN(C1)C)O)=O)CC1=CC=C(C=N1)C#N)O[C@@H]1COCC1 6-{[(1R)-1-(4-Chlorophenyl)-7-fluoro-5-[2-fluoro-1-hydroxy-1-(1-methyl-1H-pyrazol-4-yl)ethyl]-3-oxo-1-[(3S)-oxolan-3-yloxy]-2,3-dihydro-1H-isoindol-2-yl]methyl}pyridin-3-carbonitril